tert-butyl (2-chloro-4-fluoro-3-iodophenyl)((3-((difluoromethoxy)methyl)azetidin-1-yl)sulfonyl)carbamate ClC1=C(C=CC(=C1I)F)N(C(OC(C)(C)C)=O)S(=O)(=O)N1CC(C1)COC(F)F